FC=1C=C2C(N(N=C(C2=CC1F)[C@H](C)N(C(=O)NC1=CC=CC=C1)CC(C)C)C)=O (S)-1-(1-(6,7-difluoro-3-methyl-4-oxo-3,4-dihydrophthalazin-1-yl)ethyl)-1-isobutyl-3-phenylurea